FC1=C(C(=CC=2NC(=NC21)OC=2C=CC(=C(C(=O)O)C2)C)F)C2=CC=C(C=C2)C2=CC=C(C=C2)C2=NN(C=N2)CCOCCO 5-((4,6-difluoro-5-(4'-(1-(2-(2-hydroxyethoxy)ethyl)-1H-1,2,4-triazol-3-yl)-[1,1'-biphenyl]-4-yl)-1H-benzo[d]imidazol-2-yl)oxy)-2-methylbenzoic acid